Cl.C1NCCC2=CC(=CC=C12)CC=O 2-(1,2,3,4-TETRAHYDROISOQUINOLIN-6-YL)ACETALDEHYDE HYDROCHLORIDE